N,N'-diisopropyl-1,6-hexanediamine C(C)(C)NCCCCCCNC(C)C